N(=C=S)SN=C=S diisothiocyano-sulfur